CSC=1N=NN(N1)CCC[Si](OCC)(OCC)OCC 5-methylthio-2-[3-(triethoxysilyl)propyl]-2H-tetrazole